2-ethyl-1,1-dioxo-5-[(1r,4r)-4-(trifluoromethyl)cyclohexyl]-2H-1λ6,2,6-thiadiazine-3-carboxylic acid C(C)N1S(N=C(C=C1C(=O)O)C1CCC(CC1)C(F)(F)F)(=O)=O